BrC=1C(C(=CN(C1C(=O)OCC)CC1CCOCC1)C(=O)O)=O 5-bromo-6-(ethoxycarbonyl)-4-oxo-1-((tetrahydro-2H-pyran-4-yl)methyl)-1,4-dihydropyridine-3-carboxylic acid